FC1=CC=C(C=C1)C(C(=O)NC1=NC=CC(=C1)C1=C(C=2C(N(C=CC2N1)C)=O)C=1SC=CC1)C 2-(4-Fluorophenyl)-N-{4-[5-methyl-4-oxo-3-(2-thienyl)-4,5-dihydro-1H-pyrrolo[3,2-c]pyridin-2-yl]pyridin-2-yl}propanamid